[(6R)-6,7-dimethyl-4,5,6,7-tetrahydropyrazolo[1,5-a]pyrazin-2-yl]methanol C[C@H]1NCC=2N(C1C)N=C(C2)CO